1-O-(2-Hydroxyethyl) 5-O-[4-(3-phenylprop-2-enoyl)phenyl] 2,2,4-trimethylpentanedioate CC(C(=O)OCCO)(CC(C(=O)OC1=CC=C(C=C1)C(C=CC1=CC=CC=C1)=O)C)C